4-(2,3-dichloropyridine-4-carbonyl)morpholine ClC1=NC=CC(=C1Cl)C(=O)N1CCOCC1